4-fluoro-N-(3-(4-(2-hydroxyethyl)piperazin-1-yl)phenyl)-7-methyl-1H-indole FC1=C2C=CN(C2=C(C=C1)C)C1=CC(=CC=C1)N1CCN(CC1)CCO